1-(3-hydroxy-4-methoxyphenyl)-N-isopropylmethanimine oxide OC=1C=C(C=CC1OC)C=[N+](C(C)C)[O-]